FC1=C2NC(C=3N(C2=C(C(=C1F)C1=C2C=CN(C2=CC(=C1)OC)S(=O)(=O)C)C)C(=NN3)C)(C)C 6,7-difluoro-8-(6-methoxy-1-methylsulfonyl-1H-indol-4-yl)-1,4,4,9-tetramethyl-5H-[1,2,4]triazolo[4,3-a]quinoxaline